ClC1=C(CN2C(=CC=C2)C(=O)NC=2SC(=C(N2)CC)C)C=CC=C1 1-(2-chlorobenzyl)-N-(4-ethyl-5-methylthiazol-2-yl)-1H-pyrrole-2-carboxamide